BrC1(CCC1)C=1C(=NON1)C(=O)OCC ethyl 4-(bromocyclobutyl)-1,2,5-oxadiazole-3-carboxylate